3,5-dihydroxybenzoic acid ethyl ester C(C)OC(C1=CC(=CC(=C1)O)O)=O